FC(C(=O)O)(F)F.CN1C(N(C2=C1C=C(C=C2)C2=CC=C(C=C2)CCC(N2CCNCC2)=O)C2C(NC(CC2)=O)=O)=O 3-(3-methyl-2-oxo-5-{4-[3-oxo-3-(piperazin-1-yl)propyl]phenyl}-1,3-benzodiazol-1-yl)piperidine-2,6-dione trifluoroacetate